C1(=CC=C(C=C1)C(C(C)(N(C)C)C)=O)C1=CC=CC=C1 1-(biphenyl-4-yl)-2-methyl-2-dimethylaminopropane-1-one